N1CC(C1)NC1=NC=CC=C1C=1C=NN2C1N=C(C=C2)N2CCN(CC2)C(=O)O[C@@H]2CNC(C2)=O (S)-5-oxopyrrolidin-3-yl 4-(3-(2-(azetidin-3-ylamino)pyridin-3-yl)pyrazolo[1,5-a]pyrimidin-5-yl)piperazine-1-carboxylate